(5R,6S)-5-(4-(2-(ethylamino)ethyl)phenyl)-6-phenyl-5,6,7,8-tetrahydronaphthalen-2-ol C(C)NCCC1=CC=C(C=C1)[C@@H]1C=2C=CC(=CC2CC[C@@H]1C1=CC=CC=C1)O